ClC=1C=NC(=NC1)OC1=C(C=CC=C1)C1=NOC(=C1)C(F)(F)F 5-Chloro-2-[2-[5-(trifluoromethyl)-3-isoxazolyl]phenoxy]pyrimidine